2-[4-[4-(3-Cyclopropyl-1H-1,2,4-triazol-5-yl)benzoyl]piperazin-1-yl]-3H-quinazolin-4-one C1(CC1)C1=NNC(=N1)C1=CC=C(C(=O)N2CCN(CC2)C2=NC3=CC=CC=C3C(N2)=O)C=C1